[2H]C1(C(C=CC=C1)C(C(=O)N)C(F)(F)F)[2H] 2,2-dideuteriotrifluorophenylpropionamide